BrC1=CC2=CN(N=C2C=C1OC)[C@H]1[C@@H](CC2(OCCO2)CC1)C |r| rac-5-bromo-6-methoxy-2-((7R,8R)-7-methyl-1,4-dioxaspiro[4.5]decan-8-yl)-2H-indazole